10-bromo-7,8-dichloro-1,6-dimethyl-1,3,4,5-tetrahydroazepino[4,5-b]indol-2-one BrC=1C=2C3=C(N(C2C(=C(C1)Cl)Cl)C)CCNC(C3C)=O